(s)-3-(2-((1-benzyl-5,5-dimethylpiperidin-3-yl)amino)-5-(trifluoromethyl)pyrimidin-4-yl)-7-(dimethylphosphoryl)-1H-indole-6-carbonitrile C(C1=CC=CC=C1)N1C[C@H](CC(C1)(C)C)NC1=NC=C(C(=N1)C1=CNC2=C(C(=CC=C12)C#N)P(=O)(C)C)C(F)(F)F